CP(=O)(C)C=1C=C(C=CC1)NC1=NC(=NC=C1C(F)(F)F)NC1CNCCC1 N4-[3-(dimethylphosphoryl)phenyl]-N2-(piperidin-3-yl)-5-(trifluoromethyl)pyrimidine-2,4-diamine